4-(((S)-2-fluoro-3-methoxypropyl)(4-(5,6,7,8-tetrahydro-1,8-naphthyridin-2-yl)butyl)amino)-2-((6-phenylpyrimidin-4-yl)amino)butanoic acid F[C@@H](CN(CCC(C(=O)O)NC1=NC=NC(=C1)C1=CC=CC=C1)CCCCC1=NC=2NCCCC2C=C1)COC